3-Methoxy-5,7-dihydro-spiro[cyclopenta[b]pyridin-6,4'-piperidin]-5-amine hydrochloride Cl.COC=1C=C2C(=NC1)CC1(CCNCC1)C2N